(S)-2-(2,6-dimethyl-4-pyrimidinylamino)-5,5-dimethylhexanoic acid CC1=NC(=CC(=N1)N[C@H](C(=O)O)CCC(C)(C)C)C